C1(CC(C2=CC=CC=C12)[2H])=O 2,3-dihydro-1H-inden-1-one-3-d